7-phthalazinone C1=NN=CC2=CCC(C=C12)=O